C1OCC12CCN(CC2)C2CCC(CC2)NC=2C=1C=C(N(C1C=CC2)CC(F)(F)F)C#CCNC2=C(C=C(C=C2)S(=O)(=O)CC)OC N-((1R,4R)-4-(2-oxa-7-azaspiro[3.5]nonan-7-yl)cyclohexyl)-2-(3-((4-(ethylsulfonyl)-2-methoxy-phenyl)amino)prop-1-yn-1-yl)-1-(2,2,2-trifluoro-ethyl)-1H-indol-4-amine